5-chloro-1'-{2-[4-(1-methanesulfonylethyl)phenoxy]ethyl}-1,2-dihydrospiro[indole-3,4'-piperidin]-2-one ClC=1C=C2C(=CC1)NC(C21CCN(CC1)CCOC1=CC=C(C=C1)C(C)S(=O)(=O)C)=O